N6-{N-[(1r,4S)-4-(aminomethyl)cyclohexane-1-carbonyl]-4-methyl-L-phenylalanyl}-N2-{[(1S)-1,3-dicarboxypropyl]carbamoyl}-L-lysine NCC1CCC(CC1)C(=O)N[C@@H](CC1=CC=C(C=C1)C)C(=O)NCCCC[C@H](NC(N[C@@H](CCC(=O)O)C(=O)O)=O)C(=O)O